COC=1C=C(C=CC1OC)CCC(C(=O)N)CC=1C(OC2=C(C1C)C=CC(=C2C)OC)=O [2-(3,4-dimethoxyphenyl)ethyl]-3-(7-methoxy-4,8-dimethyl-2-oxobenzopyran-3-yl)propanamide